C(C=C)(=O)N1C[C@@H](N(CC1)C1=NC(N2C3=C(C(=C(C=C13)Cl)C1=NC=C(C=C1F)F)SCC2)=O)C 7-((S)-4-acryloyl-2-methylpiperazin-1-yl)-9-chloro-10-(3,5-difluoropyridin-2-yl)-2H-[1,4]thiazino[2,3,4-ij]quinazolin-5(3H)-one